(4-bromophenyl){2-fluoro-3-[(4-methoxyphenyl)carbonyl]indolizin-1-yl}methanone BrC1=CC=C(C=C1)C(=O)C=1C(=C(N2C=CC=CC12)C(=O)C1=CC=C(C=C1)OC)F